1-[6-(5-Cyclopropyl-1,2,4-oxadiazol-3-yl)pyridine-2-yl]-4-[1-(propan-2-yl)piperidin-4-yl]-1,4-diazepane C1(CC1)C1=NC(=NO1)C1=CC=CC(=N1)N1CCN(CCC1)C1CCN(CC1)C(C)C